C(C)(C)(C)OC(=O)N[C@H](C(=O)OCC#N)CC1=CC(=C(C(=C1)F)C#N)F cyanomethyl (S)-2-((tert-butoxy-carbonyl)amino)-3-(4-cyano-3,5-difluoro-phenyl)propanoate